2-methyl-5-(4-fluorophenyl)thiophene CC=1SC(=CC1)C1=CC=C(C=C1)F